C(C)(=O)C1=CN(C2=CC=C(C=C12)C=1C=NC(=NC1)O[C@H]1[C@@H]2[C@H](OC1)[C@@H](CO2)OC)CC(=O)N2[C@@H](C[C@H](C2)F)C(=O)NC2=NC(=CC=C2)Br (2S,4R)-1-(2-(3-acetyl-5-(2-((3R,3aR,6R,6aR)-6-methoxyhexahydrofuro[3,2-b]furan-3-yloxy)pyrimidin-5-yl)-1H-indol-1-yl)acetyl)-N-(6-bromopyridin-2-yl)-4-fluoropyrrolidine-2-carboxamide